COC(C1=C(C(=CC(=C1)N)C(F)(F)F)Br)=O 5-amino-2-bromo-3-(trifluoromethyl)benzoic acid methyl ester